2-[2-bromo-3-chloro-5-[[4-(1-ethylpropylamino)-5-methyl-pyrimidin-2-yl]amino]phenyl]propan-2-ol ethyl-1-(cyclopropylmethyl)-2,4-dioxopiperidine-3-carboxylate C(C)C1(C(N(CCC1=O)CC1CC1)=O)C(=O)OC(C)(C)C1=C(C(=CC(=C1)NC1=NC=C(C(=N1)NC(CC)CC)C)Cl)Br